C(C)(=O)N1C(CCC1)C(=O)NC1=CC=C(C=C1)[As](O)O (4-(1-acetylpyrrolidine-2-carboxamido)phenyl)arsonous acid